C(C1=CC=CC=C1)OC=1C(C=CN2NCN(C(C21)=O)CC2=C(C=CC(=C2)Br)CO)=O 5-(Benzyloxy)-3-(5-bromo-2-(hydroxymethyl)benzyl)-2,3-dihydro-1H-pyrido[2,1-f][1,2,4]triazine-4,6-dione